COC(=O)C1CCC2(CCC3=CC=C(C=C23)CN2CCNCC2)CC1 6'-[(piperazin-1-yl)methyl]-2',3'-dihydrospiro[cyclohexane-1,1'-indene]-4-carboxylic acid methyl ester